N-(4-(4-(1-(4,4-difluorocyclohexyl)-1H-pyrazol-3-yl)-1H-1,2,3-triazol-1-yl)-3-(6-azaspiro[2.5]octan-6-yl)phenyl)-2-hydroxyethane-1-sulfonamide FC1(CCC(CC1)N1N=C(C=C1)C=1N=NN(C1)C1=C(C=C(C=C1)NS(=O)(=O)CCO)N1CCC2(CC2)CC1)F